bis(3-methylthiophenyl)amine CSC=1C=C(C=CC1)NC1=CC(=CC=C1)SC